ClC1=NNC2=CC=C(C=C12)NS(=O)(=O)CCCCF N-(3-chloro-1H-indazol-5-yl)-4-fluorobutane-1-sulfonamide